ClC1=C(OCC=O)C=CC=C1 2-(2-chlorophenoxy)acetaldehyde